CC1=C(C=C(N=N1)C=1C(NC(NC1)=O)=O)N1CCCC1 5-(6-methyl-5-(pyrrolidin-1-yl)pyridazin-3-yl)pyrimidine-2,4(1H,3H)-dione